ClC1=NC(=CC=C1)C(C)(F)F 2-chloro-6-(1,1-difluoroethyl)pyridine